NC1=C(C(N(C(=N1)N1CCC2(CC1)[C@@H](C1=CC=CC=C1C2)N)C)=O)SC2=CC(=CC=C2)P(=O)(C)C (S)-6-amino-2-(1-amino-1,3-dihydrospiro[indene-2,4'-piperidin]-1'-yl)-5-((3-(dimethylphosphoryl)phenyl)thio)-3-methylpyrimidin-4(3H)-one